C(#N)C=1C=CC2=C(N(C(S2)C)C)C1 5-cyano-2,3-dimethylbenzothiazole